OC1CCCCC=2C1=NC=CC2 9-hydroxy-6,7,8,9-tetrahydro-5H-cyclohepta[b]pyridine